1-methyl-7-(trifluoromethyl)-3H-imidazo[1,2-a]pyrimidine-2,5-dione CN1C(CN2C1=NC(=CC2=O)C(F)(F)F)=O